ClC1=CC=C(CN2C(=NC=3N(C(N(C(C23)=O)CCCO)=O)C)C2(CCC(CC2)C(C)C)F)C=C1 7-(4-chlorobenzyl)-8-(1-fluoro-4-isopropylcyclohexyl)-1-(3-hydroxypropyl)-3-methyl-3,7-dihydro-1H-purine-2,6-dione